ammonium hexacyanoiron (III) C(#N)[Fe-3](C#N)(C#N)(C#N)(C#N)C#N.[NH4+].[NH4+].[NH4+]